FC1=C(C#N)C=C(C=C1)N1C2=C(C(=C1)C(F)(F)F)[C@@H](C(C2)(F)F)O (S)-2-fluoro-5-(5,5-difluoro-4-hydroxy-3-(trifluoromethyl)-5,6-dihydro-cyclopenta[b]pyrrol-1(4H)-yl)benzonitrile